C12CN(CC2C1)C1=CC=C(C=N1)C(C[C@@H](CNC(OC(C)(C)C)=O)O[Si](C)(C)C(C)(C)C)O tert-butyl ((2S)-4-(6-(3-azabicyclo[3.1.0]hexan-3-yl)pyridin-3-yl)-2-((tert-butyldimethylsilyl)oxy)-4-hydroxybutyl)carbamate